Zinc(II) tetrahydroborate [BH4-].[Zn+2].[BH4-]